((6-chloro-4-(1-(trifluoromethyl)cyclopropyl)pyridin-2-yl)imino)dimethyl-λ6-thiocanone ClC1=CC(=CC(=N1)N=C1S(CCCCCC1)(=O)(C)C)C1(CC1)C(F)(F)F